tert-butyl (R)-(cyclopropylmethyl)(1-(6-(3-(4-(6-(pyrrolidin-1-yl)pyrazin-2-yl)-1H-1,2,3-triazol-1-yl)oxetan-3-yl)pyridin-3-yl)piperidin-3-yl)carbamate C1(CC1)CN(C(OC(C)(C)C)=O)[C@H]1CN(CCC1)C=1C=NC(=CC1)C1(COC1)N1N=NC(=C1)C1=NC(=CN=C1)N1CCCC1